1-methyl-3-[(9Z,12Z)-octadeca-9,12-dien-1-yloxy]-4-(octyloxy)pyrrolidine CN1CC(C(C1)OCCCCCCCC)OCCCCCCCC\C=C/C\C=C/CCCCC